CC1COC(CO1)C 2,5-dimethyl-3,6-dioxane